C(C)(C)(C)OC(=O)N1CCC(CC1)=CC1=CC=C(C=C1)[N+](=O)[O-] 4-[(4-nitrophenyl)methylene]Piperidine-1-carboxylic acid tert-butyl ester